C(CCCCCCCCCCCCCCC)NC(=S)N N-hexadecylthiourea